OCC(C(=O)O)(CCC)CO 2,2-bis(hydroxymethyl)valeric acid